[Si](C1=CC=CC=C1)(C1=CC=CC=C1)(C(C)(C)C)OCC=1C=C(C2=C(C(N(CCO2)[C@@H](C)C2=NC=CC(=C2)OC)=O)C1)C=1C(=NN(C1)C)C(F)(F)F (S)-7-(((tert-butyldiphenylsilyl)oxy)methyl)-4-(1-(4-methoxypyridin-2-yl)ethyl)-9-(1-methyl-3-(trifluoromethyl)-1H-pyrazol-4-yl)-3,4-dihydrobenzo[f][1,4]oxazepin-5(2H)-one